6-(4-((2s,6R)-1-acetyl-4-acryloyl-6-methylpiperazin-2-yl)-6-chloropyridin-2-yl)-N,2-dimethylpyrimidine-4-carboxamide C(C)(=O)N1[C@H](CN(C[C@H]1C)C(C=C)=O)C1=CC(=NC(=C1)Cl)C1=CC(=NC(=N1)C)C(=O)NC